1H-pyrazolo[3,4-b]Pyrazine-1-carboxylic acid tert-butyl ester C(C)(C)(C)OC(=O)N1N=CC=2C1=NC=CN2